[(1r,4r)-4-(aminomethyl)cyclohexyl]methanol NCC1CCC(CC1)CO